OC1(CCN(CC1)C(C[C@@H](C)C1=CC=CC=C1)=O)CN1C=NC(=CC1=O)C1=C(C=CC=C1)OC (R)-3-((4-hydroxy-1-(3-phenylbutyryl)piperidin-4-yl)methyl)-6-(2-methoxyphenyl)pyrimidin-4(3H)-one